C([C@@H]1[C@H]([C@@H]([C@H]([C@H](O1)O[C@@H]2[C@H](O[C@@H]([C@@H]([C@H]2O)O)O[C@@H]3[C@H](OC([C@@H]([C@H]3O)O)O)CO)CO)O)O)O)O D-Maltotriose